(2S,4R)-1-((S)-2-(7-aminoheptanamido)-3,3-dimethylbutanoyl)-4-hydroxy-N-(4-(4-methylthiazol-5-yl)benzyl)pyrrolidine-2-carboxamide hydrochloride Cl.NCCCCCCC(=O)N[C@H](C(=O)N1[C@@H](C[C@H](C1)O)C(=O)NCC1=CC=C(C=C1)C1=C(N=CS1)C)C(C)(C)C